N(=[N+]=[N-])NC1=NC(NC=C1)=O azidocytosine